1-(3-((1H-imidazol-1-yl)methyl)benzyl)-2-butyl-1H-imidazo[4,5-d]thieno[3,2-b]pyridin-4-amine N1(C=NC=C1)CC=1C=C(CN2C(=NC=3C2=C2C(=NC3N)C=CS2)CCCC)C=CC1